CN(CCC)C N,N-dimethylpropan-1-amin